ClC=1C(=C(NC=2C3=C(N=CN2)C=NC(=N3)O[C@@H]3CN(CC3)C(=O)OC(C)(C)C)C=CC1OC(F)F)F tert-butyl (3S)-3-[4-[3-chloro-4-(difluoromethoxy)-2-fluoro-anilino]pyrimido[5,4-d]pyrimidin-6-yl]oxypyrrolidine-1-carboxylate